ClC1=NC=C(C(=N1)N(C)CC12COC(CC1)(CC2)C=2N(C=C(N2)C(F)(F)F)C(C)C)OC 2-chloro-N-((1-(1-isopropyl-4-(trifluoromethyl)-1H-imidazol-2-yl)-2-oxabicyclo[2.2.2]oct-4-yl)methyl)-5-methoxy-N-methylpyrimidin-4-amine